BrCC1=CC=C(C=C1)C1=CC=C(C=C1)CBr 4,4'-bis(bromomethyl)biphenyl